C(C)N1N=CC=C1C(=O)N[C@H](C(=O)NC1=NC=CC(=C1)C(COC)NC(CCC(F)(F)F)=O)C1CCC(CC1)C 1-ethyl-N-((1S)-2-((4-(2-methoxy-1-(4,4,4-trifluorobutanamido)ethyl)pyridin-2-yl)amino)-1-((1r,4S)-4-methylcyclohexyl)-2-oxoethyl)-1H-pyrazole-5-carboxamide